tert-butyl-(4R)-4-[(2-chloro-5-ethoxycarbonyl-4-pyridyl)amino]azepane-1-carboxylate C(C)(C)(C)OC(=O)N1CC[C@@H](CCC1)NC1=CC(=NC=C1C(=O)OCC)Cl